(1R,3R)-3-[(7S)-2-[(S)-[2-(difluoromethoxy)-5-fluorophenyl](hydroxy)methyl]-6-(methoxycarbonyl)-7-methyl-3H,6H,7H,8H,9H-imidazo[4,5-f]quinolin-3-yl]cyclohexane-1-carboxylic acid FC(OC1=C(C=C(C=C1)F)[C@@H](C=1N(C=2C(=C3CC[C@@H](N(C3=CC2)C(=O)OC)C)N1)[C@H]1C[C@@H](CCC1)C(=O)O)O)F